B(OC(COC)OC)(OC(COC)OC)OC(COC)OC.[Li] lithium tris(1,2-dimethoxyethyl) borate